CNC(C1=C(C=CC=C1)C1=CC=C2C(=NN(C2=C1)C1OCCCC1)\C=C\C1=NC=C(C=C1)OCCN1CCOCC1)=S N-methyl-2-[3-[(E)-2-[5-(2-morpholinoethoxy)-2-pyridyl]vinyl]-1-tetrahydropyran-2-yl-indazol-6-yl]thiobenzamide